N1-(2-(dimethylamino)ethyl)-N4-(5-methoxy-4-(1-methyl-1H-indol-3-yl)pyrimidin-2-yl)-N1-methyl-N2-(2,2,2-trifluoroethyl)benzene-1,2,4-triamine CN(CCN(C=1C(=CC(=CC1)NC1=NC=C(C(=N1)C1=CN(C2=CC=CC=C12)C)OC)NCC(F)(F)F)C)C